1-(3-{[2-amino-4-methyl-6-(pentylamino)pyrimidin-5-yl]methyl}-4-hydroxyphenyl)-2-methyl-5,8,11,14-tetraoxa-2-azahexadecan-16-ol NC1=NC(=C(C(=N1)C)CC=1C=C(C=CC1O)CN(CCOCCOCCOCCOCCO)C)NCCCCC